2'-chloro-N-(5-((5-(2-cyanoprop-2-yl)pyridin-2-yl)methoxy)-1,3,4-thiadiazol-2-yl)-5'-methoxy-6-methyl-(4,4'-bipyridine)-3-carboxamide ClC1=NC=C(C(=C1)C1=C(C=NC(=C1)C)C(=O)NC=1SC(=NN1)OCC1=NC=C(C=C1)C(C)(C)C#N)OC